4-(7-((3-(2-oxa-6-azaspiro[3.3]heptan-6-yl)propyl)amino)thieno[3,2-b]pyridin-5-yl)-N,N-diethylbenzamide C1OCC12CN(C2)CCCNC2=C1C(=NC(=C2)C2=CC=C(C(=O)N(CC)CC)C=C2)C=CS1